O(C1=CC=CC=C1)[P@@](=O)(O[C@H](C(F)(F)F)[C@H]1O[C@H](C[C@@H]1O)N1C(NC(C(=C1)F)=O)=O)N[C@@H](C)C(=O)OC(C)C isopropyl ((S)-phenoxy((S)-2,2,2-trifluoro-1-((2S,3S,5R)-5-(5-fluoro-2,4-dioxo-3,4-dihydropyrimidin-1(2H)-yl)-3-hydroxytetrahydrofuran-2-yl)ethoxy)phosphoryl)-L-alaninate